N-((E)-3,7-dimethylocta-2,6-dien-1-yl)-6,7-dimethyl-3-oxo-4-((2S,3S,4R)-2,3,4,5-tetrahydroxypentyl)-3,4-dihydroquinoxaline-2-carboxamide C\C(=C/CNC(=O)C1=NC2=CC(=C(C=C2N(C1=O)C[C@@H]([C@@H]([C@@H](CO)O)O)O)C)C)\CCC=C(C)C